(R)-5-(3-((1-(3,3-difluorocyclobutyl)piperidin-3-yl)amino)-5-methyl-1,2,4-triazin-6-yl)-1-(difluoromethylene)-2,3-dihydro-1H-inden-4-ol FC1(CC(C1)N1C[C@@H](CCC1)NC=1N=NC(=C(N1)C)C1=C(C=2CCC(C2C=C1)=C(F)F)O)F